1,3-bis(2-methoxyethyl)imidazolium acetate C(C)(=O)[O-].COCCN1C=[N+](C=C1)CCOC